5,4'-dihydroxystilbene OC=1C=CC=C(C1)C=CC1=CC=C(C=C1)O